ClC(C(OC1[C@H](OC(C)=O)[C@@H](OC(C)=O)[C@@H](OC(C)=O)[C@H](O1)COC(C)=O)=N)(Cl)Cl 2,3,4,6-Tetra-O-acetyl-D-galactopyranosyl trichloroacetimidate